dimethylbenzylammonium propanesulfonat C(CC)S(=O)(=O)[O-].C[NH+](CC1=CC=CC=C1)C